1-(2-((2-((3-chloro-2-fluorobenzyl)amino)-2-oxoethyl)(isopropyl)amino)-2-oxoethyl)-5-(piperidine-1-carboxamido)-1H-indazole-3-carboxamide ClC=1C(=C(CNC(CN(C(CN2N=C(C3=CC(=CC=C23)NC(=O)N2CCCCC2)C(=O)N)=O)C(C)C)=O)C=CC1)F